C1(CC1)O[C@H](C(=O)N[C@H](C(=O)OC(C)C)CCC(C=[N+]=[N-])=O)CC1=CC=C(C=C1)O isopropyl (S)-2-((S)-2-cyclopropoxy-3-(4-hydroxyphenyl)propanamido)-6-diazo-5-oxohexanoate